CN(CCOC(C=C)=O)C acrylic acid 2-(dimethylamino)ethyl ester